(1-(3-chloro-2-fluorophenyl)-2-methyl-1-oxopropan-2-yl)carbamic acid tert-butyl ester C(C)(C)(C)OC(NC(C(=O)C1=C(C(=CC=C1)Cl)F)(C)C)=O